7-(2,6-dimethylphenyl)quinoline-3-carbonitrile CC1=C(C(=CC=C1)C)C1=CC=C2C=C(C=NC2=C1)C#N